4-vinyl-5-methylthiazole C(=C)C=1N=CSC1C